C(C)(=O)NC(C(C)C)C1=NC=2C(=NC(=CC2N2CCOCC2)NNC(=O)OCC2=CC=CC=C2)N1C benzyl 2-(2-(1-acetamido-2-methylpropyl)-3-methyl-7-morpholino-3H-imidazo[4,5-b]pyridin-5-yl)hydrazinecarboxylate